(2R,3S,4S)-4-hydroxy-2-[(4-methoxy phenyl)methyl]pyrrolidin-3-yl N-[(2R)-pyrrolidin-2-ylmethyl]carbamate N1[C@H](CCC1)CNC(O[C@H]1[C@H](NC[C@@H]1O)CC1=CC=C(C=C1)OC)=O